8-chloro-6-(6-(1-cyclopropyl-1H-pyrazol-4-yl)-3,6-dihydro-2H-pyran-4-yl)-2,3-dimethylpyrido[2,3-b]pyrazine ClC1=CC(=NC2=NC(=C(N=C21)C)C)C=2CCOC(C2)C=2C=NN(C2)C2CC2